FC=1C=C(C=C(C1)F)[C@@H]1CN(CCN1)C(=O)OC(C)(C)C tert-butyl (R)-3-(3,5-difluorophenyl)piperazine-1-carboxylate